ON1NC(=CC2=CC=CC=C12)C1=C(C=CC=C1)OCOC (Z)-N-hydroxy-3-[2-(methoxymethoxy)phenyl]cinnoline